4,4-dimethylcyclohexan-1-one CC1(CCC(CC1)=O)C